1-(4-chlorophenyl)-2-[(5-chloropyridin-2-yl)methyl]-7-fluoro-N-methoxy-N-methyl-3-oxo-2,3-dihydro-1H-isoindole-5-carboxylic acid amide ClC1=CC=C(C=C1)C1N(C(C2=CC(=CC(=C12)F)C(=O)N(C)OC)=O)CC1=NC=C(C=C1)Cl